5-aminobenzimidazole-2-carbamic acid methyl ester COC(NC=1NC2=C(N1)C=CC(=C2)N)=O